Aza-phenanthrene N1=CC=CC=2C3=CC=CC=C3C=CC12